4-Cyclopentyl-1-((S)-2-((methoxycarbonyl)amino)-3,3-dimethylbutanoyl)pyrrolidine-2-carboxylic acid C1(CCCC1)C1CC(N(C1)C([C@H](C(C)(C)C)NC(=O)OC)=O)C(=O)O